C(C1=CC=CC=C1)N(CC1=CC=CC=C1)[C@H](C1CC1)C1=CC=C(C=C1)F (R)-1-((dibenzylamino)(4-fluorophenyl)methyl)cyclopropane